S(C1=C(C=CC2=CC=CC=C12)O)C1=C(C=CC2=CC=CC=C12)O 1,1'-thiobis(2-naphthol)